tert-butyl 8-(2-ethoxy-2-oxoethyl)-3,8-diazabicyclo[3.2.1]octane-3-carboxylate C(C)OC(CN1C2CN(CC1CC2)C(=O)OC(C)(C)C)=O